FC1CN(CCC1N1CCCCC1)C(=O)[O-] 3'-fluoro-[1,4'-bipiperidine]-1'-carboxylate